N-(4b-hydroxy-7-isopropoxy-4-nitro-10-oxo-4b,10-dihydro-9bH-indeno[1,2-b]benzofuran-9b-yl)-3-methyl-5-(piperazin-1-ylsulfonyl)-1H-pyrrole-2-carboxamide OC12OC3=C(C1(C(C1=CC=CC(=C12)[N+](=O)[O-])=O)NC(=O)C=1NC(=CC1C)S(=O)(=O)N1CCNCC1)C=CC(=C3)OC(C)C